2-((1H-pyrrolo[2,3-b]pyridin-5-yl)oxy)-4-(4-(1-chloro-6,7,8,9-tetrahydro-5H-benzo[7]annulen-5-yl)piperazin-1-yl)-N-((4-((2-morpholinoethyl)amino)-3-nitrophenyl)sulfonyl)benzamide N1C=CC=2C1=NC=C(C2)OC2=C(C(=O)NS(=O)(=O)C1=CC(=C(C=C1)NCCN1CCOCC1)[N+](=O)[O-])C=CC(=C2)N2CCN(CC2)C2CCCCC1=C2C=CC=C1Cl